NC[C@H](O)C(=O)O (S)-ISOSERINE